C12(CC(C1)C2)C(=O)N bicyclo[1.1.1]pentanamide